CN1CC(C1)C1CC(C1)C=1SC2=C(N1)C=C(C=C2)[C@@H]2NC[C@H](CC2)C 2-(3-(1-methylazetidin-3-yl)cyclobutyl)-5-((2R,5S)-5-methylpiperidin-2-yl)benzo[d]thiazole